C(CC)O\N=C(/COC1=C(C(=NN1C)C(F)(F)F)F)\C1=C(C=C(C=C1)Cl)Cl (z)-1-(2,4-dichlorophenyl)-2-((4-fluoro-1-methyl-3-(trifluoromethyl)-1H-pyrazol-5-yl)oxy)ethan-1-one-O-propyloxime